tert-Butyl-2-methoxy-6-(pyridin-2-yl)pyridine-3-carbonitrile C(C)(C)(C)C1=C(C(=NC(=C1)C1=NC=CC=C1)OC)C#N